N(=[N+]=[N-])CCOCCOCCOCCOCCOC=1C=C(C=CC1)[C@H](CC(=O)O)CN(CCCCC1=NC=2NCCCC2C=C1)C (S)-3-(3-((14-Azido-3,6,9,12-tetraoxatetradecyl)oxy)phenyl)-4-(methyl(4-(5,6,7,8-tetrahydro-1,8-naphthyridin-2-yl)butyl)amino)butanoic acid